FC(C1=NC(=C(C(=C1C(=O)OC)CC(C)C)C=1SCCN1)C(F)(F)F)F methyl 2-(difluoromethyl)-5-(4,5-dihydro-1,3-thiazol-2-yl)-4-(2-methylpropyl)-6-(trifluoromethyl)pyridine-3-carboxylate